2-[4-(hydroxymethyl)cyclohexyl]-6-isopropoxy-N-[(1R)-2-oxo-1-[(2S)-2-fluorocyclopropyl]-3-pyridyl]indazole-5-carboxamide OCC1CCC(CC1)N1N=C2C=C(C(=CC2=C1)C(=O)NC=1C(N(C=CC1)[C@H]1[C@H](C1)F)=O)OC(C)C